COCCOC1=NC=CC=C1C1=CC=C(C(=O)O)C=C1 4-(2-(2-methoxyethoxy)pyridin-3-yl)benzoic acid